C(C)(C)(C)OC(N(C)CCCNC(=O)C1=NN2C(N=C(C=C2C2=CC=CC=C2)C2=CC=CC=C2)=C1)=O.C1(=CC=CC=C1)C(COC)OC 1-phenyl-1,2-dimethoxyethane tert-Butyl-(3-(5,7-diphenylpyrazolo[1,5-a]pyrimidine-2-carboxamido)propyl)(methyl)carbamate